2-ethyl-2-butyl-1,5-pentanediamine C(C)C(CN)(CCCN)CCCC